C1(CC1)C1=NN(C=C1C1=CC=2C(=NC=C(C2)C(=O)NC=2C(=NC=C(C2)NC(CN2[C@H](CCC2)C)=O)C)N1)C 2-(3-cyclopropyl-1-methyl-pyrazol-4-yl)-N-[2-methyl-5-[[2-[(2S)-2-methylpyrrolidin-1-yl]acetyl]amino]-3-pyridyl]-1H-pyrrolo[2,3-b]pyridine-5-carboxamide